C(C)(C)(C)OC(=O)N1C=C(C=2C1=CN=C(C2)NC(C)=O)B2OC(C(O2)(C)C)(C)C.C(C)(C)(C)C2=CC=C(C=C2)C(=C)C(F)(F)F 1-(tert-butyl)-4-(3,3,3-trifluoroprop-1-en-2-yl)benzene tert-butyl-5-acetamido-3-(4,4,5,5-tetramethyl-1,3,2-dioxaborolan-2-yl)-1H-pyrrolo[2,3-c]pyridine-1-carboxylate